Cl.C12CC(CC(CCC1)N2)N(C=2SC1=C(C=NC(=C1)C=1C=C(C=3N(C1)C=C(N3)C)C)N2)C N-(9-azabicyclo[3.3.1]non-3-yl)-6-(2,8-dimethylimidazo[1,2-a]pyridin-6-yl)-N-methyl-[1,3]thiazolo[4,5-c]pyridin-2-amine hydrochloride